N-[6-(3-chlorophenoxy)-5-sulfamoylpyridin-3-yl]-2-[2-(trifluoromethyl)phenyl]acetamide ClC=1C=C(OC2=C(C=C(C=N2)NC(CC2=C(C=CC=C2)C(F)(F)F)=O)S(N)(=O)=O)C=CC1